FC=1C=CC(=C(C(=O)N(C)C(C)C)C1)N1C=C(C=2C1=CN=CC2)C=2C=C1CCNCC1=CC2 5-fluoro-N-isopropyl-N-methyl-2-(3-(1,2,3,4-tetrahydroisoquinolin-6-yl)-1H-pyrrolo[2,3-c]pyridin-1-yl)benzamide